(1s,3s)-3-hydroxy-3-(trifluoromethyl)cyclobutanecarboxylic acid OC1(CC(C1)C(=O)O)C(F)(F)F